C(C(=C)C)(=O)NCCC[N+](CCCCS(=O)(=O)[O-])(C)C 4-[(3-methacrylamidopropyl)-dimethylammonio]butane-1-sulfonate